[I-].S1C2=C(C=C1)C(=CC=C2)N2CC[N+](CC2)(COC(CCCCCCCCCC)=O)CCCCOC2=CC=C1C=CC(NC1=C2)=O 4-(benzo[b]thiophen-4-yl)-1-(4-(2-oxo-1,2-dihydroquinolin-7-yloxy)butyl)-1-(undecanoyloxymethyl)piperazin-1-ium iodide